2-Fluoro-N-((4-(hydroxymethyl)-1-(4-(trifluoromethoxy)phenyl)-1H-pyrazolo[3,4-b]pyridin-3-yl)methyl)acrylamide FC(C(=O)NCC1=NN(C2=NC=CC(=C21)CO)C2=CC=C(C=C2)OC(F)(F)F)=C